4-bromo-2-(difluoromethyl)-6-methylpyrimidine BrC1=NC(=NC(=C1)C)C(F)F